ClC1=C2CC[C@@]3(CCC=4C(=NC(=NC4[C@@H]3F)OC[C@H]3N(CCC3)CC)N3C[C@@H](NCC3)CC#N)C2=CC=C1 2-((S)-4-((1S,8'R)-4-chloro-2'-(((S)-1-ethylpyrrolidin-2-yl)methoxy)-8'-fluoro-2,3,5',8'-tetrahydro-6'H-spiro[indene-1,7'-quinazolin]-4'-yl)piperazin-2-yl)acetonitrile